BrC=1C(=NC=C(C1)Br)OC[C@H](C1=CC=C(C=C1)C)NC(OC(C)(C)C)=O tert-butyl (S)-(2-((3,5-dibromopyridin-2-yl)oxy)-1-(p-tolyl)ethyl)carbamate